(S)-2-(1-amino-1,3-dihydrospiro[indene-2,4'-piperidine]-1'-yl)-5-(3,4-dichloro-2-methyl-2H-indazol-5-yl)-7H-pyrrolo[2,3-d]Pyrimidine-4-carboxamide N[C@@H]1C2=CC=CC=C2CC12CCN(CC2)C=2N=C(C1=C(N2)NC=C1C1=C(C2=C(N(N=C2C=C1)C)Cl)Cl)C(=O)N